N1C(=NC2=C1C=CC=C2)CC2=CC(=C(C=C2)C=2N=C(N1C2C(=NC=C1C1=CCC(CC1)NC)N)C(C)C)F 1-(4-((1H-Benzo[d]imidazol-2-yl)methyl)-2-fluorophenyl)-3-isopropyl-5-(4-(methylamino)cyclohex-1-en-1-yl)imidazo[1,5-a]pyrazin-8-amin